O=C1NC(CCC1N(C=1C=C(C=CC1)N1CCN(CC1)CCC(=O)N1CCC(CC1)NC(OC(C)(C)C)=O)C)=O tert-butyl (1-(3-(4-(3-((2,6-dioxopiperidin-3-yl)(methyl)amino)phenyl)piperazin-1-yl)propanoyl) piperidin-4-yl)carbamate